3-(benzo[d][1,3]dioxol-5-yl)-N-(4-methylphenylethyl)propionamide O1COC2=C1C=CC(=C2)CCC(=O)NCCC2=CC=C(C=C2)C